2-oxopiperidin O=C1NCCCC1